C1(CC1)CC=1NN=C2C=CC(=CC12)N 3-(cyclopropylmethyl)-2H-indazol-5-amine